C(CCCCCCCCCCC)(=O)C(C[Na])O lauroyl-hydroxyethyl-sodium